C1(CC1)C=1N=NN(C1)[C@H](C(=O)N1[C@@H](C[C@H](C1)O)C(=O)NC1CN(C1)CC(C)(C)O)C(C)(C)C (2S,4r)-1-[(2S)-2-(4-cyclopropyl-triazol-1-yl)-3,3-dimethyl-butyryl]-4-hydroxy-N-[1-(2-hydroxy-2-methyl-propyl)azetidin-3-yl]pyrrolidine-2-carboxamide